N1=CN=C2C=CC=C3C2=C1N1C(CO3)COCC1 8a,9,11,12-tetrahydro-8H-[1,4]oxazino[3',4':3,4][1,4]oxazepino[5,6,7-de]quinazoline